4-((3-ethoxy-4-fluorophenyl)amino)-6-acetamido-1H-indole-2-carboxylic acid C(C)OC=1C=C(C=CC1F)NC1=C2C=C(NC2=CC(=C1)NC(C)=O)C(=O)O